C1=CC=CC=2C3=CC=CC=C3C(C12)COC(=O)N[C@H](C(=O)OC(C)(C)C)CC=1C=CC=C2C=CN=CC12 (S)-tert-butyl 2-((((9H-fluoren-9-yl)methoxy)carbonyl)amino)-3-(isoquinolin-8-yl)propanoate